NC1=C(C=C(CNC(OC(C)(C)C)=O)C=C1F)F tert-butyl (4-amino-3,5-difluorobenzyl)carbamate